OCC/C=C/CCCCCC(=O)[O-] (5E)-8-hydroxy-5-octenylacetate